COC(C1=NC(=CC=C1C=1C(=CC2=C(OCCC3=C2SC=C3)C1)C(NC1=CC=C(C=C1)CN)=O)C(NC(C)(C)C)=O)=O.CCCCCCCCCC(C)[SiH2]OCCCCCC 10-undecyl-(hex-1-yloxy)silane methyl-3-(9-((4-(aminomethyl)phenyl)carbamoyl)-4,5-dihydrobenzo[b]thieno[2,3-d]oxepin-8-yl)-6-(tert-butylcarbamoyl)picolinate